ClC=1C=C2C=C3C(=NC2=CC1)N(CC3)C3=CC=CC=C3 6-Chloro-1-phenyl-2,3-dihydro-1H-pyrrolo[2,3-b]quinolin